NC=1C(=C2C(=NC1)N(C(=C2)C2=CC=C(C=C2)CN2CCC(CC2)S(=O)(=O)C)S(=O)(=O)C2=CC=CC=C2)/C(=C/C(=O)OCC)/C Ethyl (E)-3-(5-amino-2-(4-((4-(methylsulfonyl)piperidin-1-yl)methyl)phenyl)-1-(phenylsulfonyl)-1H-pyrrolo[2,3-b]pyridin-4-yl)but-2-enoate